3-fluoro-2'-hydroxy-[1,1'-biphenyl] FC=1C=C(C=CC1)C1=C(C=CC=C1)O